BrCC1=C(C=C(C2=C1N=CS2)Cl)F 4-(bromomethyl)-7-chloro-5-fluoro-1,3-benzothiazole